OC[C@H](C1=CC=CC=C1)NC1=CC(=NC=C1C=1OC(=NN1)C=1C=NC=CC1)NC=1C=C2C(N(C(C2=CC1)=O)CCC)(C)C (S)-5-((4-((2-hydroxy-1-phenylethyl)amino)-5-(5-(pyridin-3-yl)-1,3,4-oxadiazol-2-yl)pyridin-2-yl)amino)-3,3-dimethyl-2-propylisoindolin-1-one